C(CCCCCCC\C=C/CCCCCCCC)(=O)OC(CCCC)OC(CCCCCCC\C=C/CCCCCCCC)=O pentanediol dioleate